(2S)-2-[(tert-butoxycarbonyl)amino]-3-{6-oxo-2-oxa-5-azaspiro[3.4]octan-7-yl}propanoic acid C(C)(C)(C)OC(=O)N[C@H](C(=O)O)CC1C(NC2(COC2)C1)=O